FC1=C(C=CC(=C1)[N+](=O)[O-])COCC1=C(C=CC=C1)OC 2-fluoro-1-(((2-methoxybenzyl)oxy)methyl)-4-nitrobenzene